ClC=1C=2C(=CNC2C2=C(C1)CN(S(N2)(=O)=O)CCCC(C(F)(F)F)(F)F)Cl 6,7-dichloro-3-(4,4,5,5,5-pentafluoropentyl)-1,3,4,9-tetrahydro-[1,2,6]thiadiazino[4,3-g]indole 2,2-dioxide